CP(C1=C(C2=C(CCCC3=C2N=C(N=C3)N[C@@H]3CNCCC3)N1)C)(C)=O (S)-dimethyl-(10-methyl-2-(piperidin-3-ylamino)-5,6,7,8-tetrahydropyrrolo[2',3':6,7]cyclohepta[1,2-d]pyrimidin-9-yl)phosphine oxide